ClC1=C(N=CC(=N1)C(=O)OC)F methyl 6-chloro-5-fluoropyrazine-2-carboxylate